3-[(3-acrylamidopropyl)dimethylammonio]propanoate C(C=C)(=O)NCCC[N+](CCC(=O)[O-])(C)C